BrCC(=O)N1CC(C1)F 2-bromo-1-(3-fluoroazetidin-1-yl)ethan-1-one